2-chloro-9-[[4-[5-methyl-3-(trifluoromethyl)pyrazol-1-yl]phenyl]methyl]-7H-purin-8-imine ClC1=NC=C2NC(N(C2=N1)CC1=CC=C(C=C1)N1N=C(C=C1C)C(F)(F)F)=N